FC1=CC=C(C=C1)C(C1CCN(CC1)C(=O)OC(C)(C)C)(C1=CC(=CC=C1)OC)O tert-Butyl 4-[(4-fluorophenyl)(hydroxy)(3-methoxyphenyl)methyl]piperidine-1-carboxylate